3-(hydroxymethyl)-5-methylthiophene-2-carboxamide OCC1=C(SC(=C1)C)C(=O)N